CC1=NC(=CC(=N1)NC1=NC=C(C(=O)NOCC)C(=C1)NC1=C(C=C(C=C1)C(C)C)N(S(=O)(=O)C)C)C 6-((2,6-Dimethylpyrimidin-4-yl)amino)-N-ethoxy-4-((4-isopropyl-2-(N-methylmethanesulfonamido)phenyl)amino)nicotinamide